CC1(C2C(C(CC1O)C2)(C)C)O 2,6,6-Trimethyl-bicyclo(3.1.1)heptan-2,3-diol